C(N)(=O)C=1C(=NC(=NC1)N1C[C@H](C[C@H](C1)O[Si](CC)(CC)CC)NC(OC(C)(C)C)=O)NC1=CC(=NC(=C1)C(C)C)C(C)C tert-butyl ((cis)-1-(5-carbamoyl-4-((2,6-diisopropylpyridin-4-yl)amino)pyrimidin-2-yl)-5-((triethylsilyl)oxy)piperidin-3-yl)carbamate